2-(5-Bromothiophen-2-yl)morpholine-4-carboxylic acid tert-butyl ester C(C)(C)(C)OC(=O)N1CC(OCC1)C=1SC(=CC1)Br